[N+](=O)([O-])C=1C=CC(=NC1)SC(F)(F)F 5-Nitro-2-((trifluoromethyl)thio)pyridine